CC1(CN(CCN1)[C@H](C(=O)NC1=NC=C(N=C1)OC1=CC=C(C=C1)F)C)C (2S)-2-(3,3-dimethylpiperazin-1-yl)-N-[5-(4-fluorophenoxy)pyrazin-2-yl]propanamide